N4-palmitoyl-1-(2-C-cyano-2-deoxy-beta-D-arabino-pentofuranosyl)cytosine methyl-3-(2,4-dimethylimidazol-1-yl)-4-nitro-benzoate CC1=C(C(=O)O)C=CC(=C1N1C(=NC(=C1)C)C)[N+](=O)[O-].C(CCCCCCCCCCCCCCC)(=O)NC1=NC(N(C=C1)[C@H]1[C@H]([C@H](O)[C@H](O1)CO)C#N)=O